N-(4-((4-(2-(4-((8-(4-((2-(2,6-dioxopiperidin-3-yl)-1,3-dioxoisoindolin-5-yl)amino)butoxy)octyl)oxy)phenyl)propan-2-yl)phenoxy)methyl)pyrimidin-2-yl)methanesulfonamide O=C1NC(CCC1N1C(C2=CC=C(C=C2C1=O)NCCCCOCCCCCCCCOC1=CC=C(C=C1)C(C)(C)C1=CC=C(OCC2=NC(=NC=C2)NS(=O)(=O)C)C=C1)=O)=O